N1(C=NC=C1)C1=C(C=CC(=N1)C(=O)NC1CCC(CC1)OC)C(F)(F)F 6-(1H-imidazol-1-yl)-N-((1r,4r)-4-methoxycyclohexyl)-5-(trifluoromethyl)picolinamide